[O-]S(=O)(=O)C(F)(F)F.C(=C)C(C)[N+](C)(C)CC1=CC=CC=C1 vinylbenzyldimethylethylammonium triflate